C12COCC(CC1)N2C2=NC=C(C=N2)OC2=CN=C(S2)NC(=O)C2CC(C2)OC(C)C N-(5-((2-(3-oxa-8-azabicyclo[3.2.1]octan-8-yl)pyrimidin-5-yl)oxy)thiazol-2-yl)-3-isopropoxycyclobutane-1-carboxamide